2-chloro-8-(1-methyl-1H-pyrazol-4-yl)-8-(trifluoromethyl)-7,8-dihydro-6H-pyrazolo[1,5-a]pyrrolo[2,3-e]pyrimidine-6-carboxylic acid tert-butyl ester C(C)(C)(C)OC(=O)N1CC(C2=C1C=NC=1N2N=C(C1)Cl)(C(F)(F)F)C=1C=NN(C1)C